[O-]CCC.[O-]CCC.C(C)C(C(=O)[O-])(C(O)(C(=O)[O-])CC(=O)[O-])CC.C(C)C(C(=O)[O-])(C(O)(C(=O)[O-])CC(=O)[O-])CC.[Zr+4].[Zr+4] zirconium (IV) bis(diethyl citrate) dipropoxide